quinoline bismuth [Bi].N1=CC=CC2=CC=CC=C12